CN1C(=NC2=C1C=CC=C2)C=2C(=C(C(=C(C2C2=NC1=C(N2C)C=CC=C1)C1=CC=CC=C1)N1C2=CC=CC=C2N(C=2C=CC=CC12)C)N1C2=CC=CC=C2N(C=2C=CC=CC12)C)N1C2=CC=CC=C2N(C=2C=CC=CC12)C 10,10',10''-(5,6-bis(1-methyl-1H-benzo[d]imidazol-2-yl)-[1,1'-biphenyl]-2,3,4-triyl)tris(5-methyl-5,10-dihydrophenazine)